mercaptouric acid-d3 (9H-fluoren-9-yl)methyl-(S)-(5-(2-((tert-butoxycarbonyl)amino)-5-ureidopentanamido)-2-(hydroxymethyl)benzyl)(methyl)carbamate C1=CC=CC=2C3=CC=CC=C3C(C12)COC(N(C)CC1=C(C=CC(=C1)NC([C@H](CCCNC(=O)N)NC(=O)OC(C)(C)C)=O)CO)=O.SN1C2(N(C(N(C(C2=NC1=O)=O)[2H])=O)[2H])[2H]